FC1=C(C=C(C=C1)N1C(=C(C2=CC(=CC=C12)O)C1=CC=C(C(=O)O)C=C1)C1CCOCC1)C 4-[1-(4-fluoro-3-methyl-phenyl)-5-hydroxy-2-tetrahydropyran-4-yl-indol-3-yl]Benzoic acid